BrC=1C=CC(=NC1)C(=O)NCC(OC)OC 5-bromo-N-(2,2-dimethoxyethyl)picolinamide